phenyl formate acetate C(C)(=O)O.C(=O)OC1=CC=CC=C1